B([O-])([O-])[O-].[Gd+3] Gadolinium borat